[Br-].C(CCC)OC1=CC=C(OCCC[N+]2(CCOCC2)CC(=O)N(C)C)C=C1 4-(3-(4-butoxyphenoxy)propyl)-4-(2-(dimethylamino)-2-oxoethyl)morpholin-4-ium bromide